O1CCC(CC1)CC(=O)N 2-tetrahydropyran-4-yl-acetamide